(rac)-2-oxospiro[chroman-4,1'-indan]-7'-ol O=C1OC2=CC=CC=C2[C@@]2(CCC3=CC=CC(=C23)O)C1 |r|